ethyl acetate (ethyl salicylate) C(C)OC=1C(C(=O)O)=CC=CC1.C(C)(=O)OCC